tert-Butyl 2-(4-(6-(dimethylamino)pyridin-3-yl)phenyl)-1H-pyrrolo[2,3-c]pyridine-1-carboxylate CN(C1=CC=C(C=N1)C1=CC=C(C=C1)C1=CC=2C(=CN=CC2)N1C(=O)OC(C)(C)C)C